5-acetoxy-4-(4'-chloro-4-ethyl-2'-fluoro[1,1'-biphenyl]-3-yl)-3,6-dihydro-2,2,6,6-tetramethyl-2H-pyran-3-one C(C)(=O)OC1=C(C(C(OC1(C)C)(C)C)=O)C=1C=C(C=CC1CC)C1=C(C=C(C=C1)Cl)F